5-((1-(tert-butoxycarbonyl)piperidin-4-yl)oxy)-4-cyclopropoxy-2-nitrobenzoic acid C(C)(C)(C)OC(=O)N1CCC(CC1)OC=1C(=CC(=C(C(=O)O)C1)[N+](=O)[O-])OC1CC1